1-Methyl-1H-[1,2,3]triazole CN1N=NC=C1